CN(C1(CCOCC1)CNC(=O)C=1SC(=CC1)C1=CC(=C(C=C1)O)OC)C N-((4-(Dimethylamino)tetrahydro-2H-pyran-4-yl)methyl)-5-(4-hydroxy-3-methoxyphenyl)thiophen-2-carboxamid